ClC1=C2C=NN(C2=CC(=C1C1=CC=CN2C(=CC=C12)C(=O)C1=CC(=C(C(=C1)F)F)F)C(F)(F)F)C (8-(4-chloro-1-methyl-6-(trifluoromethyl)-1H-indazol-5-yl)indolizin-3-yl)(3,4,5-trifluorophenyl)methanone